7-(4-amino-5-chloropyrimidin-2-yl)-6-fluoro-3-(2-((1R,2S)-2-((6-oxo-5-(trifluoromethyl)-1,6-dihydropyridazin-4-yl)amino)cyclopentyl)ethyl)quinazolin-4(3H)-one NC1=NC(=NC=C1Cl)C1=C(C=C2C(N(C=NC2=C1)CC[C@@H]1[C@H](CCC1)NC=1C=NNC(C1C(F)(F)F)=O)=O)F